O1N=NN=C1 Oxatriazole